C(C)(C)(C)OC(N[C@H](C)C1=C(C(=CC(=C1)F)F)OCCCCNC1=C(C=NC2=CC=C(C=C12)Br)[N+](=O)[O-])=O (R)-1-(2-(4-(6-bromo-3-nitroquinolin-4-ylamino)butoxy)-3,5-difluorophenyl)ethylcarbamic acid tert-butyl ester